4-(5-((2-Benzyl-2,7-diazaspiro[3.5]nonan-7-yl)sulfonyl)pyridin-2-yl)morpholine C(C1=CC=CC=C1)N1CC2(C1)CCN(CC2)S(=O)(=O)C=2C=CC(=NC2)N2CCOCC2